C(C)OCCOCCOC=C1CCC(CC1)C(=O)OCCOCCOCC 2-(2-ethoxyethoxy)ethyl 4-((2-(2-ethoxyethoxy)ethoxy)methylene)cyclohexane-1-carboxylate